2-methoxy-6-(quinoline-8-yl)-5H-pyrrolo[3,2-b:5,4-c']dipyridine COC1=CC=C2C(=N1)C1=C(C(=NC=C1)C=1C=CC=C3C=CC=NC13)N2